rac-(4S)-5-amino-4-[4-[[6-(1-cyclopropylpyrazol-4-yl)-1-methyl-2-oxo-3,4-dihydroquinolin-7-yl]amino]-1,3-dioxo-isoindol-2-yl]-5-oxo-pentanoic acid tert-butyl ester C(C)(C)(C)OC(CC[C@@H](C(=O)N)N1C(C2=CC=CC(=C2C1=O)NC1=C(C=C2CCC(N(C2=C1)C)=O)C=1C=NN(C1)C1CC1)=O)=O |r|